(4'-cyano-3'-fluoro-biphenyl-2-yl)-4-methoxy-benzenesulfonamide C(#N)C1=C(C=C(C=C1)C1=C(C=CC=C1)C1=C(C=CC(=C1)OC)S(=O)(=O)N)F